(R)-N-((4-(6-nitropyridin-3-yl)morpholin-2-yl)methyl)cyclopropylamine [N+](=O)([O-])C1=CC=C(C=N1)N1C[C@H](OCC1)CNC1CC1